FC1=C(N=CC2=C1N=C(N=C2OCC(F)(F)F)OC[C@]21CCCN1C[C@@H](C2)F)C2=CC(=C(C1=CC=CC=C21)C(F)(F)F)OCOC 8-fluoro-2-(((2R,7aS)-2-fluorohexahydro-1H-pyrrolizin-7a-yl)methoxy)-7-(3-(methoxymethoxy)-4-(trifluoromethyl)naphthalen-1-yl)-4-(2,2,2-trifluoroethoxy)pyrido[4,3-d]pyrimidine